[Si](C)(C)(C(C)(C)C)OCC=1C=CC2=C(C1)OCC=1N=COC12 7-(((tert-Butyldimethylsilyl)oxy)methyl)-4H-chromeno[3,4-d]oxazole